Br[Pd]Br dibromopalladium(II)